Octadecyl Bromoacetate BrCC(=O)OCCCCCCCCCCCCCCCCCC